COC(=O)C=1SC=C(C1NC(CC1=C(C=CC=C1)F)=O)Br 4-bromo-3-(2-(2-fluorophenyl)acetamido)thiophene-2-carboxylic acid methyl ester